benzyl (3-(3-formylphenyl)oxetan-3-yl)carbamate C(=O)C=1C=C(C=CC1)C1(COC1)NC(OCC1=CC=CC=C1)=O